6-{2,6-diazaspiro[3.5]nonan-2-yl}-N-(3-methyl-4-{[1,2,4]triazolo[1,5-a]pyridin-7-yloxy}phenyl)pyrido[3,2-d]pyrimidin-4-amine C1N(CC12CNCCC2)C=2C=CC=1N=CN=C(C1N2)NC2=CC(=C(C=C2)OC2=CC=1N(C=C2)N=CN1)C